methyl (5-(phenylthio)-1H-benzo[d]imidazol-2-yl)carbamate C1(=CC=CC=C1)SC1=CC2=C(NC(=N2)NC(OC)=O)C=C1